CN1CC(C(C1)C1=C(C=CC=C1)C(F)(F)F)N 4-trans-1-methyl-4-(2-(trifluoromethyl)phenyl)pyrrolidin-3-amine